ClC1=C(C(=O)NCC(N2CCC(CC2)OC=2SC=CN2)C2=C(N=CS2)C(F)F)C(=CC=C1)F 2-chloro-N-{2-[4-(difluoromethyl)-1,3-thiazol-5-yl]-2-[4-(1,3-thiazol-2-yloxy)piperidin-1-yl]ethyl}-6-fluorobenzamide